5-((4-Bromo-6,7-difluoro-1-(tetrahydro-2H-pyran-2-yl)-1H-indazol-5-yl)oxy)-2-fluorobenzonitrile BrC1=C2C=NN(C2=C(C(=C1OC=1C=CC(=C(C#N)C1)F)F)F)C1OCCCC1